FC1=C(C=CC(=C1F)B1OC(C(O1)(C)C)(C)C)NC(C(O)C1=CC(=CC=C1)F)=O N-(2,3-difluoro-4-(4,4,5,5-tetramethyl-1,3,2-dioxaborolan-2-yl)phenyl)-2-(3-fluorophenyl)-2-hydroxyacetamide